C(C)NC1=C2C(=NC(=C1)NC1=CC(=C(C[N-]C3CCN(CC3)C)C=C1OC)F)NC=C2C(F)(F)F 4-((4-(ethylamino)-3-(trifluoromethyl)-1H-pyrrolo[2,3-b]pyridin-6-yl)amino)-2-fluoro-5-methoxy-N-(1-methylpiperidin-4-yl)benzylamide